5-((6-bromo-3-isopropyl-3H-imidazo[4,5-c]pyridin-4-yl)amino)-N-ethyl-2-methylbenzamide BrC1=CC2=C(C(=N1)NC=1C=CC(=C(C(=O)NCC)C1)C)N(C=N2)C(C)C